di(2,4,6-trimethylphenyl) phosphate P(=O)(OC1=C(C=C(C=C1C)C)C)(OC1=C(C=C(C=C1C)C)C)[O-]